[Se]1(CC=CC=C1)=O selenopyrone